BrC(C(=O)C1=CC=C(C=C1)CC)(F)F 2-bromo-1-(4-ethylphenyl)-2,2-difluoroethane-1-one